1-(3-hydroxybutan-2-yl)-1H-1,2,4-triazol-5(4H)-one OC(C(C)N1N=CNC1=O)C